(1S,4S)-4-(2-(tert-pentylamino)-8-((4-(trifluoromethyl)phenyl)amino)-9H-purin-9-yl)cyclohexane-1-carboxamide C(C)(C)(CC)NC1=NC=C2N=C(N(C2=N1)C1CCC(CC1)C(=O)N)NC1=CC=C(C=C1)C(F)(F)F